C(CC)OC(=O)N1CCN(CC1)C1=CC=C(C=C1)C1=C(C=C(C=C1)Cl)N1CC(CCC1)N1N=CC(=C1C(F)(F)F)C(=O)OCC 4-(4'-chloro-2'-{3-[4-(ethoxycarbonyl)-5-(trifluoromethyl)-1H-pyrazol-1-yl]piperidin-1-yl}[1,1'-biphenyl]-4-yl)piperazine-1-carboxylic acid propyl ester